C(CCC)OC1=CC(=C(CCN2[C@H]([C@H]([C@@H]([C@H](C2)O)O)O)C)C(=C1)F)F (2S,3R,4R,5S)-1-(4-butoxy-2,6-difluorophenethyl)-2-methylpiperidine-3,4,5-triol